O1C=CNC=CC1 4,7-dihydro-1,4-oxaazepine